rac-8-fluoro-5-methoxy-1-[trans-4-(pyridin-2-yloxy)cyclohexyl]-5,6-dihydro-4H-[1,2,4]Triazolo[4,3-a][1]Benzazepine FC=1C=CC2=C(C[C@H](CC=3N2C(=NN3)[C@@H]3CC[C@H](CC3)OC3=NC=CC=C3)OC)C1 |&1:7|